2-(4-chlorobenzylamino)-4-(4-t-butylaminopiperidin-1-yl)-quinoline ClC1=CC=C(CNC2=NC3=CC=CC=C3C(=C2)N2CCC(CC2)NC(C)(C)C)C=C1